ClC1=CC=C(OC2=CC=C(C=C2)C=2N=C(SC2CC)C2CCN(CC2)CCCCC2=CNC3=CC=C(C=C23)C#N)C=C1 3-(4-(4-(4-(4-(4-chlorophenoxy)phenyl)-5-ethylthiazol-2-yl)piperidin-1-yl)butyl)-1H-indole-5-carbonitrile